C(C)(C)(C)N(C(O)=O)[C@H]1C=C[C@H](C1)N(C=1C2=C(N=CN1)SC(=C2)CC(F)(F)F)C.CN2N=NC(=C2)N2CCNCC2 1-(1-methyl-1H-1,2,3-triazol-4-yl)piperazine tert-butyl-[(1R,4S)-4-{methyl[6-(2,2,2-trifluoroethyl)thieno[2,3-d]pyrimidin-4-yl]amino}cyclopent-2-en-1-yl]carbamate